piperidin-1-yl(5-(2-((tetrahydro-2H-pyran-4-yl)amino)-7H-pyrrolo[2,3-d]pyrimidin-5-yl)pyrazolo[1,5-a]pyridin-3-yl)methanone N1(CCCCC1)C(=O)C=1C=NN2C1C=C(C=C2)C2=CNC=1N=C(N=CC12)NC1CCOCC1